C(C1=CC=CC=C1)S(=O)(=O)NC(=O)C=1N=NC(=CC1)N1CCN(CC1)C(C1=CC(=C(C=C1)Br)F)=O N-Benzylsulfonyl-6-[4-(4-bromo-3-fluorobenzoyl)piperazine-1-yl]pyridazine-3-carboxamide